NC=1C2=C(C=3[C@@H](CN(C3C1)C(=O)OC(C)(C)C)CCl)C=CC=C2 tert-butyl (S)-5-amino-1-(chloromethyl)-1,2-dihydro-3H-benzo[e]indole-3-carboxylate